1-(5-methoxy-2,2-dimethyl-2H-chromen-6-yl)-3-(2-(thiophen-2-yl)-1H-benzo[d]imidazol-5-yl)urea COC1=C2C=CC(OC2=CC=C1NC(=O)NC1=CC2=C(NC(=N2)C=2SC=CC2)C=C1)(C)C